BrC1=CC=2N(CC(N(S(C2N=C1OC)(=O)=O)C)CCCC)C1=CC=CC=C1 7-bromo-3-butyl-8-methoxy-2-methyl-5-phenyl-2,3,4,5-tetrahydropyrido[3,2-f][1,2,5]thiadiazepine 1,1-dioxide